FC1=CC=C(C=C1)C1=NN=C2N1N=C(C(=C2)OC)OCC2=NC=1CCN(CC1C=C2)C(=O)OC(C)(C)C Tert-butyl 2-(((3-(4-fluorophenyl)-7-methoxy-[1,2,4]triazolo[4,3-b]pyridazin-6-yl) oxy) methyl)-7,8-dihydro-1,6-naphthyridine-6(5H)-carboxylate